ClC1=C(C=CC(=C1)Cl)C1OC2=C(OC1)C=CC=C2C=2CC=NCC2 4-(3-(2,4-Dichlorophenyl)-2,3-dihydrobenzo[b][1,4]dioxin-5-yl)-3,6-dihydropyridine